benzyl 3-(2-(2-(2-aminoethoxy)ethoxy)ethoxy)propanoate NCCOCCOCCOCCC(=O)OCC1=CC=CC=C1